CC1=CC=C(C=C1)S(=O)(=O)OCCCCC(COCC1=CC(=C(C=C1)OCC)F)F 6-[(4-ethoxy-3-fluorobenzyl) oxy]-5-fluorohexyl 4-methylbenzenesulfonate